C(C)C1=CC=C(C=C1)C(C=CC1=CC=C(C=C1)O)=O 1-(4-Ethylphenyl)-3-(4-hydroxyphenyl)prop-2-en-1-one